FC(C1=NN=C(O1)C1=CC(=C(CN2N=NC(=C2)C2=C(C=O)C=CC=C2)C=C1)F)F 2-(1-(4-(5-(difluoromethyl)-1,3,4-oxadiazol-2-yl)-2-fluorobenzyl)-1H-1,2,3-triazol-4-yl)benzaldehyde